C(#N)C1=C(C=CC(=N1)[C@@H]1CC[C@H](CC1)CN(C(=O)[C@@H]1CC[C@H](CC1)CNC([O-])=O)C1=NC=CC(=C1)C=1C=NN(C1)C(C)C)OC trans-4-(((trans-4-(6-Cyano-5-methoxypyridin-2-yl)cyclohexyl)methyl)(4-(1-isopropyl-1H-pyrazol-4-yl)pyridin-2-yl)carbamoyl)cyclohexylmethylcarbamate